Cl.C1NCC2=CC(=CC=C12)N1N=NC2=C1C=C(C(=C2)OC)OC 1-(isoindolin-5-yl)-5,6-dimethoxy-1H-benzo[d][1,2,3]triazole hydrochloride